8-[[4-[[(2-pyridylmethyl)amino]methyl]phenyl]methyl]-2,5,8-triaza-3-oxabicyclo[4.3.0]nonane N1=C(C=CC=C1)CNCC1=CC=C(C=C1)CN1CC2NCONC2C1